BrC=1C=C2C(=CC=NC2=CC1OC)OC1=CC(=CC(=C1)OC)OC 6-bromo-4-(3,5-dimethoxyphenoxy)-7-methoxyquinoline